7-(7-(8-ethyl-7-fluoro-3-hydroxynaphthalen-1-yl)-8-fluoro-2-(((2R,7aS)-2-fluorotetrahydro-1H-pyrrolizin-7a(5H)-yl)methoxy)quinazolin-4-yl)-1,3,7-triazaspiro[4.5]decan-2-one C(C)C=1C(=CC=C2C=C(C=C(C12)C1=CC=C2C(=NC(=NC2=C1F)OC[C@]12CCCN2C[C@@H](C1)F)N1CC2(CNC(N2)=O)CCC1)O)F